4-(4-((1R,5S)-3,8-diazabicyclo[3.2.1]octan-3-yl)-8-fluoro-2-(4,4,4-trifluorobutoxy)pyrido[4,3-d]pyrimidin-7-yl)naphthalen-2-ol [C@H]12CN(C[C@H](CC1)N2)C=2C1=C(N=C(N2)OCCCC(F)(F)F)C(=C(N=C1)C1=CC(=CC2=CC=CC=C12)O)F